phenethyl α-chloroacrylate ClC(C(=O)OCCC1=CC=CC=C1)=C